N-(N-((S)-1-phenylmethylaziridine-2-carbonyl)-N-methylglycinyl)-N-methyl-L-valine methyl ester COC([C@@H](N(C)C(CN(C)C(=O)C1[N@](C1)CC1=CC=CC=C1)=O)C(C)C)=O